(S)-N-(1-(6,7-Difluoro-1-oxo-1,2-dihydroisoquinolin-4-yl)ethyl)-3-(difluoromethyl)-N-methylbenzamide FC=1C=C2C(=CNC(C2=CC1F)=O)[C@H](C)N(C(C1=CC(=CC=C1)C(F)F)=O)C